ClC1=CC=C(C=C1)[C@@H]1COC2=C(O1)C=CC=C2C2CCN(CC2)CC=2N(C(=CN2)C=CC(=O)O)CC2=CN=CN2CC (R)-3-(2-((4-(2-(4-chlorophenyl)-2,3-dihydrobenzo[b][1,4]dioxin-5-yl)piperidin-1-yl)methyl)-1-((1-ethyl-1H-imidazol-5-yl)methyl)-1H-imidazol-5-yl)acrylic acid